C1(=CC=CC=C1)N(C1=CC=C(C=C1)C=C)C1=CC=CC=C1 (E)-N,N-diphenyl-4-vinylaniline